N-(4-{[6-(5-chloro-2-fluorophenyl)-3-methylpyridazin-4-yl]amino}pyridin-2-yl)-3-(4,4-difluoropiperidin-1-yl)propanamide ClC=1C=CC(=C(C1)C1=CC(=C(N=N1)C)NC1=CC(=NC=C1)NC(CCN1CCC(CC1)(F)F)=O)F